2,3-dihydroxypropan-1-yl 9,10-dihydroxyhexadecanoate OC(CCCCCCCC(=O)OCC(CO)O)C(CCCCCC)O